(3aS,7R,7aR)-2,2-dimethyl-4-propyl-3a,4,5,6,7,7a-hexahydro-[1,3]dioxolo[4,5-c]pyridin-7-ol CC1(O[C@H]2[C@H](C(NC[C@H]2O)CCC)O1)C